trans-4-(3,4-Dihydroisoquinolin-2(1H)-yl)-1-(6-((6-(pyrrolidin-1-yl)pyridin-2-yl)amino)pyrimidin-4-yl)piperidine C1N(CCC2=CC=CC=C12)C1CCN(CC1)C1=NC=NC(=C1)NC1=NC(=CC=C1)N1CCCC1